C(#N)C=1C(=NC(=C(C1CC)C#N)N1CCC(CC1)N(C)C)SC(C(=O)N)C1=CC(=C(C=C1)F)F 2-((3,5-dicyano-6-(4-(dimethylamino)piperidin-1-yl)-4-ethylpyridin-2-yl)sulfanyl)-2-(3,4-difluorophenyl)acetamide